NC=1C(=NC=C(C1)C1=C(N=NN1C)C([2H])([2H])[2H])C1=NN(C(=C1I)C(=O)OC)C methyl 3-(3-amino-5-(1-methyl-4-(methyl-d3)-1H-1,2,3-triazol-5-yl) pyridin-2-yl)-4-iodo-1-methyl-1H-pyrazole-5-carboxylate